O(C1=CC=CC=C1)C1=CC=C(C=C1)SC1=C(C=CC=C1)C [4-(phenoxy)phenyl](2-methylphenyl)sulfide